C(C)(C)(C)OC(=O)N1C=C(C=2C1=NC=CC2)CO 3-(hydroxymethyl)-1H-pyrrolo[2,3-b]pyridine-1-carboxylic acid tert-butyl ester